C(C)(C)(C)NCCCOC(C=C)=O N-tert-butylaminopropylacrylate